N1=CC(=CC=C1)CC#N 2-(3-pyridyl)acetonitrile